N1(N=NC=C1)CCC(=O)N1C[C@H](CCC1)C1=CC(=C2C=C(NC2=C1F)C(=O)OC)B1OC(C(O1)(C)C)(C)C (R)-methyl 6-(1-(3-(1H-1,2,3-triazol-1-yl)propanoyl)piperidin-3-yl)-7-fluoro-4-(4,4,5,5-tetramethyl-1,3,2-dioxaborolan-2-yl)-1H-indole-2-carboxylate